N1C(C=NC(C=C1)=O)=O [1,4]diazepin-2,5-dione